FC1=NC(=C2N=CN(C2=N1)C1OCCCCC1)NC1=CC(=CC(=C1)OC)OC 2-fluoro-6-(3,5-dimethoxyanilino)-9-(oxepan-2-yl)-9H-purine